4-(4-bromo-1H-benzo[d]imidazol-1-yl)-2,2,8-trimethyl-2H-benzo[e][1,3]oxazine BrC1=CC=CC=2N(C=NC21)C2=NC(OC1=C2C=CC=C1C)(C)C